C(C)(C)N1CC(=NC=C1)C 4-isopropyl-methylpyrazine